C(CCC)[C@@H]1N(S(C2=C(N(C1)C1=CC=C(C=C1)F)C=C(C(=C2)O/C=C/C(=O)O)SCC)(=O)=O)C (S)-(E)-3-((3-butyl-7-(ethylthio)-5-(4-fluorophenyl)-2-methyl-1,1-dioxido-2,3,4,5-tetrahydro-1,2,5-benzothiadiazepin-8-yl)oxy)acrylic acid